1-methyl-3-phenyl-5-(3-trifluoromethylphenyl)-1H-pyridin-4-one CN1C=C(C(C(=C1)C1=CC(=CC=C1)C(F)(F)F)=O)C1=CC=CC=C1